methyl (2S)-3-(1H-imidazol-4-yl)-2-[[2-[(2R)-1-[(4-methylphenyl)methyl]-5-oxopyrrolidin-2-yl]acetyl]amino]propionate N1C=NC(=C1)C[C@@H](C(=O)OC)NC(C[C@@H]1N(C(CC1)=O)CC1=CC=C(C=C1)C)=O